ClC=1C=C2C(=NC1)C(=CO2)C2=CC(=CC=C2)OC 6-chloro-3-(3-methoxyphenyl)furo[3,2-b]pyridine